N1CCC(CC1)CN1C=CC2=C(C=CC=C12)CNCCO 2-(((1-(piperidin-4-ylmethyl)-1H-indol-4-yl)methyl)amino)ethan-1-ol